2-(3-chloro-4-(6-(1-methylcyclopropoxy)-9-((4-methylpyridin-2-yl)methyl)-9H-purin-8-yl)phenoxy)-N-cyclopropylacetamide ClC=1C=C(OCC(=O)NC2CC2)C=CC1C=1N(C2=NC=NC(=C2N1)OC1(CC1)C)CC1=NC=CC(=C1)C